N-(3-cyano-4-methyl-1H-indol-7-yl)-5-(morpholine-4-carbonyl)thiazole-2-sulfonamide C(#N)C1=CNC2=C(C=CC(=C12)C)NS(=O)(=O)C=1SC(=CN1)C(=O)N1CCOCC1